C(CCCCCCCC)(=O)OCC(CO)O 2,3-dihydroxyprop-1-yl nonanoate